CC1=C(C(=CC(=C1)C)C)C(C(=O)NCC1=C2CN(C(C2=CC=C1)=O)C1C(NC(CC1)=O)=O)=O 2-(2,4,6-trimethylphenyl)-N-((2-(2,6-dioxopiperidin-3-yl)-1-oxoisoindolin-4-yl)-methyl)-2-oxoacetamide